6-(2-amino-5-(4-(1-(2,2-difluoroethyl)piperidin-2-yl)phenyl)pyridin-3-yl)-3,4-dihydroisoquinolin-1(2H)-one NC1=NC=C(C=C1C=1C=C2CCNC(C2=CC1)=O)C1=CC=C(C=C1)C1N(CCCC1)CC(F)F